C(C)(C)(C)OC(C(CCC=CC1=C(C(=C(C(=C1C)OC)C)C)OC)NC(=O)OCC1=CC=CC=C1)=O 2-(((benzyloxy)carbonyl)amino)-6-(2,5-dimethoxy-3,4,6-trimethylphenyl)hex-5-enoic acid tert-butyl ester